(R)-N-((R)-1-(4-(1,1-difluoro-2-hydroxy-2-methylpropyl)pyridin-2-yl)ethyl)-2-methyl-Propane-2-sulfinamide FC(C(C)(C)O)(F)C1=CC(=NC=C1)[C@@H](C)N[S@](=O)C(C)(C)C